CC=1N=C(C2=C(N1)NC=C2C=2C=C1C=CC=NC1=CC2)OCC2CCN(CC2)C 6-(2-methyl-4-((1-methylpiperidin-4-yl)methoxy)-7H-pyrrolo[2,3-d]pyrimidin-5-yl)quinoline